N-dodecyl-2-fluoro-4-methoxy-N-phenylbenzamide C(CCCCCCCCCCC)N(C(C1=C(C=C(C=C1)OC)F)=O)C1=CC=CC=C1